5-CHLOROPYRIMIDINE-4-BORONIC ACID ClC=1C(=NC=NC1)B(O)O